2,2,2-trifluoro-N-(4-((2,2,2-trifluoroacetamido)methyl)piperidin-4-yl)acetamide FC(C(=O)NC1(CCNCC1)CNC(C(F)(F)F)=O)(F)F